Cl.N1CCC(CC1)S(=O)(=O)N 4-piperidinesulfonamide HCl